1-(2-chloro-5-((R)-2-(2,5-difluorophenyl)-4-oxopyrrolidin-1-yl)pyrazolo[1,5-a]pyrimidin-3-yl)-3-((1S,2R)-2-fluorocyclopropyl)urea ClC1=NN2C(N=C(C=C2)N2[C@H](CC(C2)=O)C2=C(C=CC(=C2)F)F)=C1NC(=O)N[C@@H]1[C@@H](C1)F